C(C)(=O)N1C(C2=C(CC1)C=CS2)C(=O)OCC ethyl 6-acetyl-4,5,6,7-tetrahydrothieno[2,3-c]pyridine-7-carboxylate